2'-[6-amino-5-(trifluoroacetyl)pyridin-3-yl]-N-ethyl-5',6'-dihydrospiro[pyrrolidine-3,4'-pyrrolo[1,2-b]pyrazole]-1-carboxamide NC1=C(C=C(C=N1)C=1C=C2N(N1)CCC21CN(CC1)C(=O)NCC)C(C(F)(F)F)=O